N-(5-(4-(2,6-dichloro-3,5-dimethoxyphenyl)imidazo[1,2-a][1,6]naphthyridin-8-yl)-4-methoxy-2-(4-methyl-4,7-diazaspiro[2.5]oct-7-yl)phenyl)acrylamide ClC1=C(C(=C(C=C1OC)OC)Cl)C=1C=2N(C3=CC(=NC=C3C1)C=1C(=CC(=C(C1)NC(C=C)=O)N1CCN(C3(CC3)C1)C)OC)C=CN2